C[C@H]1N(CC[C@H]1OC=1C2=C(N=C(N1)Cl)C(=C(N=C2)Cl)Cl)C(=O)OC(C)(C)C tert-butyl (2R,3R)-2-methyl-3-(2,7,8-trichloropyrido[4,3-d]pyrimidin-4-yl)oxy-pyrrolidine-1-carboxylate